(6-methoxy-1,2,3,4-tetrahydroquinolin-3-yl)methylamine COC=1C=C2CC(CNC2=CC1)CN